1-(4-(4-fluorobenzyl)-1-(hydroxymethyl)-8,8-dimethyl-7,8-dihydro-6H-pyrrolo[2,3-e][1,2,4]triazolo[4,3-a]pyridin-6-yl)ethan-1-one FC1=CC=C(CC=2C=3N(C4=C(C2)N(CC4(C)C)C(C)=O)C(=NN3)CO)C=C1